N-(4-tert-butylphenyl-2,3,5,6-d4)-2-(phenyl-d5)benzofuran-3,6,7-d3-4-amine C(C)(C)(C)C1=C(C(=C(C(=C1[2H])[2H])NC=1C=C(C(=C2C1C(=C(O2)C2=C(C(=C(C(=C2[2H])[2H])[2H])[2H])[2H])[2H])[2H])[2H])[2H])[2H]